3-fluoro-4-((1-(3-(2-methyl-1H-imidazol-1-yl)phenoxy)propan-2-yl)oxy)benzonitrile FC=1C=C(C#N)C=CC1OC(COC1=CC(=CC=C1)N1C(=NC=C1)C)C